OC1CCC(CC1)NC=1N=C(C2=C(N1)CN(C2)C(=O)OC(C)(C)C)C2=CC=CC=C2 tert-butyl 2-(((1r,4r)-4-hydroxycyclohexyl) amino)-4-phenyl-5H-pyrrolo[3,4-d]pyrimidine-6(7H)-carboxylate